N-[4-[(6,7-dimethoxy-1,5-naphthyridin-4-yl)oxy]-3-fluorophenyl]-5-(5-formylfuran-2-yl)-4-hydroxy-2-methylpyridine-3-carboxamide COC=1N=C2C(=CC=NC2=CC1OC)OC1=C(C=C(C=C1)NC(=O)C=1C(=NC=C(C1O)C=1OC(=CC1)C=O)C)F